4-[[(7S)-1-[2-[(1S)-1-(2,2-difluoro-1,3-benzodioxol-5-yl)ethoxy]-4-pyridinyl]-3-(trifluoromethyl)-4,5,6,7-tetrahydroindazol-7-yl]carbamoyl]benzoic acid FC1(OC2=C(O1)C=CC(=C2)[C@H](C)OC2=NC=CC(=C2)N2N=C(C=1CCC[C@@H](C21)NC(=O)C2=CC=C(C(=O)O)C=C2)C(F)(F)F)F